C(CCCCCCCCC=C)(=O)N[C@@H](C)C(=O)O.[Na] sodium undecylenoyl-alanine